rac-(1S*,2S*)-ethyl 2-(7-chloro-8-fluoroimidazo[1,5-a]pyridin-1-yl)cyclopropanecarboxylate ClC1=C(C=2N(C=C1)C=NC2[C@@H]2[C@H](C2)C(=O)OCC)F |r|